ClC1=CC(=C(COC2=NC=C(C(=N2)C2(CC23CCNCC3)C(=O)O)F)C=C1)F {2-[(4-chloro-2-fluorobenzyl)oxy]-5-fluoropyrimidin-4-yl}-6-azaspiro[2.5]octane-1-carboxylic acid